((2R,4S)-4-benzylpyrrolidine-2-carbonyl)-L-glutamine C(C1=CC=CC=C1)[C@H]1C[C@@H](NC1)C(=O)N[C@@H](CCC(N)=O)C(=O)O